C(C)N1C2=C([C@H]([C@H](C1=O)NC(C1=CC(=CC=C1)C(F)(F)F)=O)C1=CC=C(C=C1)F)C(=NN2C2=CC=CC=C2)[C@@H](C)O |&1:38| rac-N-((4R,5R)-7-ethyl-4-(4-fluorophenyl)-3-(1-hydroxyethyl)-6-oxo-1-phenyl-4,5,6,7-tetrahydro-1H-pyrazolo[3,4-b]pyridine-5-yl)-3-(trifluoromethyl)benzamide